NCC1=C(C=CC=C1)N1N=C(C=C1)C(=O)N1CCN(CC1)C (1-(2-(aminomethyl)phenyl)-1H-pyrazol-3-yl)(4-methylpiperazin-1-yl)methanone